3-fluoro-6-(4-fluoro-2,6-dimethylphenyl)-5-methoxypyridin FC=1C=NC(=C(C1)OC)C1=C(C=C(C=C1C)F)C